BrC(C(=O)C1=CC=CC=C1)Cl bromo(chloro)acetophenone